[(1S)-2,2-difluorocyclopropyl][(1R,5S)-3-{2-[(1-methyl-1H-pyrazol-4-yl)amino]pyrimidin-4-yl}-3,8-diazabicyclo-[3.2.1]oct-8-yl]methanone FC1([C@@H](C1)C(=O)N1[C@H]2CN(C[C@@H]1CC2)C2=NC(=NC=C2)NC=2C=NN(C2)C)F